3-cyclopropyl-4,5,6,7-tetrahydrobenzothiophen C1(CC1)C1=CSC2=C1CCCC2